NC=1C=CC(=C(C1)NC(OC(C)(C)C)=O)N1C(CN(CC1)C1CCOCC1)C(F)(F)F tert-butyl N-[5-amino-2-[4-(oxan-4-yl)-2-(trifluoromethyl)piperazin-1-yl]phenyl]carbamate